[I-].COC1=CC=C(C=CC2=CC=[N+](C=C2)C)C=C1 4-[4-methoxystyryl]-1-methylpyridinium iodide salt